(R)-N-((6-fluoronaphthalen-2-yl)methylene)-2-methylpropane-2-sulfenamide FC=1C=C2C=CC(=CC2=CC1)C=NSC(C)(C)C